ClC=1C=C(C=C2C(=NC(=NC12)C)C=1OC(=NN1)C)S(=O)(=O)NC1(CC1)C#N 8-chloro-N-(1-cyanocyclopropyl)-2-methyl-4-(5-methyl-1,3,4-oxadiazol-2-yl)quinazoline-6-sulfonamide